4-(((1-(1-cyclopentylpiperidin-4-yl)-1H-pyrazol-4-yl)methyl)amino)-2-(2,6-dioxopiperidin-3-yl)isoindoline-1,3-dione C1(CCCC1)N1CCC(CC1)N1N=CC(=C1)CNC1=C2C(N(C(C2=CC=C1)=O)C1C(NC(CC1)=O)=O)=O